indazol-5-ylmethanol N1N=CC2=CC(=CC=C12)CO